(S)-2-{[7-(2-fluorophenylethoxy)benzo[d][1,3]dioxol-4-yl]methylamino}propanamide FC1=C(C=CC=C1)CCOC1=CC=C(C2=C1OCO2)CN[C@H](C(=O)N)C